N-(4-methoxyphenyl)glycinamide COC1=CC=C(C=C1)NC(CN)=O